bromochromanol BrC1(OC2=CC=CC=C2CC1)O